(S)-3-(2-(6-Phenyl-2,6-diazaspiro[3.3]heptan-2-yl)ethyl)-2-oxaspiro[4.5]decan-1-on C1(=CC=CC=C1)N1CC2(CN(C2)CC[C@H]2OC(C3(C2)CCCCC3)=O)C1